N2-(2-Ethoxy-6-methyl-5,6,7,8-tetrahydro-1,6-naphthyridin-3-yl)-N8-((3-methyloxetane-3-yl)methyl)quinazoline-2,8-diamine C(C)OC1=NC=2CCN(CC2C=C1NC1=NC2=C(C=CC=C2C=N1)NCC1(COC1)C)C